ClC1=C(C=C(C=C1)NC(=O)NC1=CC(=C(C=C1)OC)C=1N(N=CC1F)C)C(F)(F)F 1-(4-Chloro-3-trifluoromethyl-phenyl)-3-[3-(4-fluoro-2-methyl-2H-pyrazol-3-yl)-4-methoxy-phenyl]-urea